(S)-N-(3-(3'-Chloro-6-methoxy-5-((((5-oxopyrrolidin-2-yl)methyl)amino)methyl)-[2,4'-bipyridin]-2'-yl)-2-methylphenyl)-5-(((2-hydroxyethyl)amino)methyl)-4-methylpicolinamide ClC=1C(=NC=CC1C1=NC(=C(C=C1)CNC[C@H]1NC(CC1)=O)OC)C=1C(=C(C=CC1)NC(C1=NC=C(C(=C1)C)CNCCO)=O)C